C(CC#C)NCCC(=O)O 3-(BUT-3-YN-1-YLAMINO)PROPANOIC ACID